COCC1(C(=C(C(=C1C)C)C)C)COC 1,1-bis(methoxymethyl)-2,3,4,5-tetramethylcyclopentadiene